(2-(Cyclopropanecarboxamido)-5-ethoxypyridin-4-yl)carbamic acid tert-butyl ester C(C)(C)(C)OC(NC1=CC(=NC=C1OCC)NC(=O)C1CC1)=O